FC=1C=CC2=C(OC=3C(=NC=CC3)O[C@H]2CN)C1 |o1:14| (R*)-(7-fluoro-10H-benzo[5,6][1,4]dioxepino[2,3-b]pyridin-10-yl)methanamine